4-(4-(2-(5-Amino-8-(furan-2-yl)-2-oxothiazolo[5,4-e][1,2,4]triazolo[1,5-c]pyrimidin-3(2H)-yl)ethyl)piperazin-1-yl)-N-(2,3-dihydroxypropyl)-3-fluorobenzamide NC1=NC2=C(C=3N1N=C(N3)C=3OC=CC3)SC(N2CCN2CCN(CC2)C2=C(C=C(C(=O)NCC(CO)O)C=C2)F)=O